(3R,4S)-3-amino-4-(3-boronopropyl)-1-(piperidin-4-yl)pyrrolidine-3-carboxylic acid N[C@]1(CN(C[C@@H]1CCCB(O)O)C1CCNCC1)C(=O)O